FC=1C(=CC(=NC1)S(=O)(=O)N(C(OC(C)(C)C)=O)C=1N=CSC1)C(F)(F)F tert-butyl ((5-fluoro-4-(trifluoromethyl)pyridin-2-yl)sulfonyl)(thiazol-4-yl)carbamate